CC1(C(CNCC1)NC1=NC(=CC=C1)C1=CN=C2N1C=CC(=C2)OC(F)(F)F)C N-(4,4-dimethylpiperidin-3-yl)-6-(7-(trifluoromethoxy)imidazo[1,2-a]pyridin-3-yl)pyridin-2-amine